(3R)-3-(4-chlorophenyl)-2-[(5-chloropyridin-2-yl)methyl]-6-{2-hydroxy-1-[(2R)-2-(hydroxymethyl)pyrrolidin-1-yl]propan-2-yl}-3-methoxy-2,3-dihydro-1H-isoindol-1-one ClC1=CC=C(C=C1)[C@@]1(N(C(C2=CC(=CC=C12)C(CN1[C@H](CCC1)CO)(C)O)=O)CC1=NC=C(C=C1)Cl)OC